(E)-5-((4-chloro-5H-1,2,3-dithiazol-5-ylidene)amino)-N2-(1,4-dioxaspiro[4.5]decan-8-yl)-N4-(2,2,2-trifluoroethyl)pyridine-2,4-diamine HCl salt Cl.ClC/1=NSS\C1=N\C=1C(=CC(=NC1)NC1CCC2(OCCO2)CC1)NCC(F)(F)F